FC1CN(CCC1)S(=O)(=O)C 3-fluoro-1-methanesulfonylpiperidin